BrC1=CC=C(C(=N1)CC)C(CCC/C=C/C(=O)OC)O methyl (E)-7-(6-bromo-2-ethylpyridin-3-yl)-7-hydroxyhept-2-enoate